C[C@@H]1CN(CCC1)CC1=C2C(=NC(=C1)C(=O)N)CCN2 7-{[(3S)-3-methylpiperidin-1-yl]methyl}-1H,2H-pyrrolo[3,2-b]pyridine-5-carboxamide